[Ca+2].[Cl-].[Cl-] chloride calcium salt